N,N'-bis[2-(1H-imidazol-4-yl)ethyl]propanediamide glutarate dihydrate O.O.C(CCCC(=O)O)(=O)O.N1C=NC(=C1)CCNC(CC(=O)NCCC=1N=CNC1)=O